2-fluoro-5-(fluoroacetyl)-5,10-dihydro-11H-dibenzo[b,e][1,4]diazepin-11-one FC1=CC2=C(N(C3=C(NC2=O)C=CC=C3)C(CF)=O)C=C1